B([O-])([O-])[O-].[Er+3] ERBIUM BORAT